N-(5-chloro-2,3-dihydro-1H-inden-2-yl)-5-(4,4,5,5-tetramethyl-1,3,2-dioxaborolan-2-yl)pyrimidin-2-amine ClC=1C=C2CC(CC2=CC1)NC1=NC=C(C=N1)B1OC(C(O1)(C)C)(C)C